C(CCCCC)OC(CCCCCCCNCCO)=O 8-[(2-hydroxyethyl)amino]octanoic acid hexyl ester